1,1,1,3,3,3-Hexafluoropropan-2-yl 2-(4-chloro-2-(piperidin-1-yl) benzyl)-2,8-diazaspiro[4.5]decane-8-carboxylate ClC1=CC(=C(CN2CC3(CC2)CCN(CC3)C(=O)OC(C(F)(F)F)C(F)(F)F)C=C1)N1CCCCC1